CS(=O)(=O)OC(C#C)CC pent-1-yn-3-yl methansulfonate